FC=1C=C(C=CC1OC)C(CC(=O)OC(C)(C)C)C1=NN(C(=C1)CO)COCC[Si](C)(C)C tert-Butyl 3-(3-fluoro-4-methoxyphenyl)-3-(5-(hydroxymethyl)-1-((2-(trimethylsilyl)-ethoxy)methyl)-1H-pyrazol-3-yl)propanoate